CN1CCN(CC1)C1=CC=C(C=N1)NC1=NC=CC(=N1)C1=CN=C2N1C=C(C=C2)C2=CC=CC=C2 N-(6-(4-Methylpiperazin-1-yl)pyridin-3-yl)-4-(6-phenylimidazo[1,2-a]pyridin-3-yl)pyrimidin-2-amin